C(C)(=O)N1CCN(CC1)C(CC[C@@H](C)[C@H]1CC[C@H]2[C@@H]3CC[C@H]4C[C@H](CC[C@@]4([C@H]3[C@H](C[C@]12C)O)C)O)=O (R)-1-(4-acetylpiperazin-1-yl)-4-((3S,5S,8S,9S,10S,11S,13R,14S,17R)-3,11-dihydroxy-10,13-dimethylhexadecahydro-1H-cyclopenta[a]phenanthren-17-yl)pentan-1-one